4,5-(methylenedioxy)-2-nitrobenzaldehyde C1OC2=C(O1)C=C(C(=C2)C=O)[N+](=O)[O-]